1-(4-hydroxyphenyl)-3-(3-chlorophenyl)-2-propen-1-one OC1=CC=C(C=C1)C(C=CC1=CC(=CC=C1)Cl)=O